NC1=NC=C(C2=C1C(=C(N2C)C2=CC=C(C=C2)NC(C(=C)F)=O)C2=CC(=C(C(=O)NCC(F)(F)F)C=C2)OC)C#CCN2CCNCC2 4-(4-amino-2-(4-(2-fluoroacryloylamino)phenyl)-1-methyl-7-(3-(piperazine-1-yl)prop-1-yn-1-yl)-1H-pyrrolo[3,2-c]pyridin-3-yl)-2-methoxy-N-(2,2,2-trifluoroethyl)benzamide